CC=1N=CN2C1[C@H](CCC2)C2=CC=C(C=C2)NC(=O)[C@H]2COCCC2 |o1:6| (R)-N-(4-((R*)-1-methyl-5,6,7,8-tetrahydroimidazo[1,5-a]pyridin-8-yl)phenyl)tetrahydro-2H-pyran-3-carboxamide